Br(=O)(=O)O.O water bromate